2,3,4,5-tetrahydro-1H-2-benzazepine C1NCCCC2=C1C=CC=C2